FC(C1=CC=C(O1)CC(=O)O)(F)F 2-(5-(trifluoromethyl)furan-2-yl)acetic acid